(S)-7-(2,4-dimethylpiperazin-1-yl)-N-(2-methoxy-4-(2-methoxyethoxy)phenyl)quinolin-4-amine C[C@@H]1N(CCN(C1)C)C1=CC=C2C(=CC=NC2=C1)NC1=C(C=C(C=C1)OCCOC)OC